C(=O)(OC(C)(C)C)NC1=CC=CC=C1 N-BOC-aniline